2,2-difluoro-3,3-dimethylcyclopropane-1-carboxamide FC1(C(C1(C)C)C(=O)N)F